NC1=C(C=C(C=C1NC=1SC(=NN1)C(F)F)Br)N1CCN(CC1)C(C(C)C)=O 1-[4-(2-amino-5-bromo-3-{[5-(difluoromethyl)-1,3,4-thiadiazol-2-yl]amino}phenyl)piperazin-1-yl]-2-methylpropan-1-one